O1SNCCC1 1,2,3-oxathiazinan